C12C(CCC2C1)OC1=C(C=C(C=C1)NC(=O)C=1N=C(OC1CC(F)(F)F)N1CCCC1)F N-(4-{bicyclo[3.1.0]hexan-2-yloxy}-3-fluorophenyl)-2-(pyrrolidin-1-yl)-5-(2,2,2-trifluoroethyl)oxazole-4-carboxamide